CC(C)C[C@H]1C(=O)N[C@H](C(=O)N1)CC(C)C The molecule is a member of the class of 2,5-diketopiperazines that is piperazine-2,5-dione in which one hydrogen at position 3 and one hydrogen at position 6 are replaced by isobutyl groups (the 3S,6S-diastereomer).